BrC=1C=C(C=CC1)C1=CC(=CC=C1)OB(O)O (3'-bromo-(1,1'-biphenyl)-3-yl)boric acid